(8-chloro-4-isoquinolinyl)hexahydropyrimidine-2,4-dione ClC=1C=CC=C2C(=CN=CC12)N1C(NC(CC1)=O)=O